CN1N=CC2=CC(=CC=C12)C(=O)N 1-methyl-1H-indazole-5-carboxamide